C(C)(C)(C)OC(=O)NCCCNC(OCC1=CC=CC=C1)=O benzyl (3-t-butoxycarbonylamino-propyl)-carbamate